7-bromo-5-chloro-3,9-dimethylimidazo[1,2-c]quinazoline BrC1=CC(=CC=2C=3N(C(=NC12)Cl)C(=CN3)C)C